Dimethyl 2,2'-(cyclohexane-1,4-diyl)diacetate C1(CCC(CC1)CC(=O)OC)CC(=O)OC